NCC1=CC=C(OC2=CC=C(C=C2)NC(=O)NC2=C(C=CC(=C2)C(F)(F)F)F)C=C1 1-(4-(4-(Aminomethyl)phenoxy)phenyl)-3-(2-fluoro-5-(trifluoromethyl)phenyl)urea